5,9-dimethyldeca-3,8-dien CC(C=CCC)CCC=C(C)C